[Si](C)(C)(C(C)(C)C)O[C@@H]1CN(CCC1)C1=CC=C(C=N1)C=1SC=2C(N(CCC2N1)C=1C=NN(C1)C)=O (S)-2-(6-(3-((tert-butyldimethylsilyl)oxy)piperidin-1-yl)pyridin-3-yl)-5-(1-methyl-1H-pyrazol-4-yl)-6,7-dihydrothiazolo[5,4-c]pyridin-4(5H)-one